CC1(C=2C=CC(=CC2C(CC1)(C)C)C(=O)C1=CC=C(C=C1)/C=C/C(=O)OC)C methyl (2E)-3-{4-[(5,5,8,8-tetramethyl-5,6,7,8-tetrahydronaphthalen-2-yl) carbonyl]phenyl}prop-2-enoate